(3s,5s)-5-(hydroxymethyl)-pyrrolidin-3-ylcarbamic acid tert-butyl ester C(C)(C)(C)OC(N[C@@H]1CN[C@@H](C1)CO)=O